N-(4-phenylthiazole-2-yl)-3-(4-benzylpiperazine-1-yl)propionamide monohydrochloride Cl.C1(=CC=CC=C1)C=1N=C(SC1)NC(CCN1CCN(CC1)CC1=CC=CC=C1)=O